methyl (S)-3-(2-decanamido-3-(hexylamino)-3-oxopropyl)-4-oxo-3,4-dihydroquinazoline-6-carboxylate C(CCCCCCCCC)(=O)N[C@@H](CN1C=NC2=CC=C(C=C2C1=O)C(=O)OC)C(=O)NCCCCCC